COC1=CC=C(C=C1)CN(S(=O)(=O)C1=CC(=C(C=C1)NC1=NC=C(C=C1)C(F)(F)F)C1=NC=CC=C1)C N-[(4-methoxyphenyl)methyl]-N-methyl-3-(2-pyridyl)-4-[[5-(trifluoromethyl)-2-pyridyl]amino]benzenesulfonamide